Tert-butyl N-[(tert-butoxy)carbonyl]-N-(5-{5-methoxy-2-nitro-4-[3-(pyrrolidin-1-yl)propoxy]phenyl}-6-methylpyridin-2-yl)carbamate C(C)(C)(C)OC(=O)N(C(OC(C)(C)C)=O)C1=NC(=C(C=C1)C1=C(C=C(C(=C1)OC)OCCCN1CCCC1)[N+](=O)[O-])C